4-(4-aminophenoxy)-2-methylphenylbenzenamine NC1=CC=C(OC2=CC(=C(C=C2)C2=C(C=CC=C2)N)C)C=C1